C(C)(=O)[O-].[NH4+].C(=CCCCCCCCCCC)C(C(=O)N)CC(=O)N dodecenyl-succinamide ammonium acetate